COCCN1N=C2C=CC(=CC2=C1)CN1CCC2(CC1)COC1=C3CN(C(C3=CC=C12)=O)C1C(NC(CC1)=O)=O 3-(1'-((2-(2-methoxyethyl)-2H-indazol-5-yl)methyl)-6-oxo-6,8-dihydro-2H,7H-spiro[furo[2,3-e]isoindole-3,4'-piperidin]-7-yl)piperidine-2,6-dione